CNC(=O)C1=NSC=N1 N-methyl-1,2,4-thiadiazole-3-carboxamide